4-((4'-Amino-6-fluoro-3'-nitro-[1,1'-biphenyl]-3-yl)methyl)-6-(trifluoro-methoxy)phthalazin-1(2H)-one NC1=C(C=C(C=C1)C1=CC(=CC=C1F)CC1=NNC(C2=CC=C(C=C12)OC(F)(F)F)=O)[N+](=O)[O-]